4-bromo-2,6-di-tert-butylbenzene oxide BrC1=CC2(C(C(=C1)C(C)(C)C)O2)C(C)(C)C